COC1=C(C=CC=C1)[C@H](CN1C(N(C(C2=C1SC(=C2C)C=2OC=CN2)=O)C(C(=O)O)(C)C)=O)OC2CCOCC2 (R)-2-(1-(2-(2-methoxyphenyl)-2-((tetrahydro-2H-pyran-4-yl)oxy)ethyl)-5-methyl-6-(oxazol-2-yl)-2,4-dioxo-1,2-dihydrothieno[2,3-d]pyrimidin-3(4H)-yl)-2-methylpropionic acid